1,5-Isoquinolinediol C1(=NC=CC=2C(=CC=CC12)O)O